bromo-4-fluorobenzoic acid methyl ester COC(C1=C(C=C(C=C1)F)Br)=O